C(C=C)OC(C(C)(C)OC(C1=C(C=C(C(=C1)N1C(N(C(=CC1=O)C(F)(F)F)C)=O)F)Br)=O)=O 1-(Allyloxy)-2-methyl-1-oxopropan-2-yl-2-bromo-4-fluoro-5-[3-methyl-2,6-dioxo-4-(trifluoromethyl)-3,6-dihydropyrimidin-1(2H)-yl]benzoat